3-Nitro-4-{4-[(4-Nitrophenyl)methyl]piperazin-1-yl}-N-phenylbenzamide [N+](=O)([O-])C=1C=C(C(=O)NC2=CC=CC=C2)C=CC1N1CCN(CC1)CC1=CC=C(C=C1)[N+](=O)[O-]